dinonylphosphine C(CCCCCCCC)PCCCCCCCCC